C(#C)C=1N=C(SC1)CF 4-ethynyl-2-(fluoromethyl)thiazole